((1R)-1-(5-benzyl-3-((6-chloropicolinamido)methyl)-4,5-dihydroisoxazole-5-carboxamido)propyl)boronic acid C(C1=CC=CC=C1)C1(CC(=NO1)CNC(C1=NC(=CC=C1)Cl)=O)C(=O)N[C@@H](CC)B(O)O